2-pentyl-9,10-bis(methoxycarbonylpropyleneoxy)anthracene C(CCCC)C1=CC2=C(C3=CC=CC=C3C(=C2C=C1)OC(CC(=O)OC)C)OC(CC(=O)OC)C